C(C)(C)(C)N1N=CC=C1NC=1C=NC(=CC1)S(=O)(=O)NC 1-(tert-butyl)-5-((6-(N-methylaminosulfonyl)pyridin-3-yl)amino)-1H-pyrazole